C(C)(C)(C)OC(=O)ON1C(CCC1=O)=O N-(tert-butoxycarbonyloxy)succinimide